diethyl-tin diacetate C(C)(=O)[O-].C(C)(=O)[O-].C(C)[Sn+2]CC